1H-3a,7-methanoazulen-6-yl-3-(4-hydroxyphenyl)acrylate C1C=CC23C=CC(=C(C=C12)C3)OC(C=CC3=CC=C(C=C3)O)=O